1-ethyl-6-(prop-1-en-2-yl)-N-(1-(3,4,5-trimethoxyphenyl)-1H-imidazol-4-yl)-1H-pyrazolo[3,4-d]Pyrimidin-4-amine C(C)N1N=CC=2C1=NC(=NC2NC=2N=CN(C2)C2=CC(=C(C(=C2)OC)OC)OC)C(=C)C